8-[1-(Cyclopropyl-methyl)-1H-indol-4-yl]-7,9-difluoro-1,4,4-trimethyl-5H-[1,2,4]triazolo[4,3-a]quinoxaline C1(CC1)CN1C=CC2=C(C=CC=C12)C1=C(C=C2NC(C=3N(C2=C1F)C(=NN3)C)(C)C)F